4-(4-(cyclopropanesulfonamido)phenyl)-1H-pyrrolo[2,3-b]pyridin C1(CC1)S(=O)(=O)NC1=CC=C(C=C1)C1=C2C(=NC=C1)NC=C2